4-[8-(2,6-difluorophenyl)-5-methyl-3,4,7,9,12-pentazatricyclo[8.4.0.02,6]tetradeca-1(10),2(6),4,7,11,13-hexaen-13-yl]-1,4-oxazepane FC1=C(C(=CC=C1)F)C1=NC=2C(=NNC2C=2C=C(N=CC2N1)N1CCOCCC1)C